C(C=C)(=O)N1C[C@@H](N(CC1)C1=CC(N(C(=C1)F)C=1C(=NC=CC1C(C)C)S(=O)(=O)C)=O)C 4-((S)-4-Acryloyl-2-methylpiperazin-1-yl)-6-fluoro-1-(4-isopropyl-2-(methylsulfonyl)Pyridin-3-yl)-2-oxo-1,2-dihydropyridine